FC(CN1N=NC(=C1)C(=O)OCC)(F)F ethyl 1-(2,2,2-trifluoroethyl)-1H-1,2,3-triazole-4-carboxylate